FC(C1(CC(=CC(C1)(OC)C(F)(F)F)C1=CC=CC=C1)OC)(F)F 3,5-bis(trifluoromethyl)-3,5-dimethoxybiphenyl